FC=1C=CC2=C(NC(=NS2(=O)=O)NCC=2C=C(C=CC2)NC(C)=O)C1[C@H](C)C1=C(C=CC=C1)F (R)-N-(3-(((6-fluoro-5-(1-(2-fluorophenyl)ethyl)-1,1-dioxido-4H-benzo[e][1,2,4]thiadiazin-3-yl)amino)methyl)phenyl)acetamide